(S)-(2,7-Dimethyl-3-(1-methyl-5-(trifluoromethyl)-1H-pyrazol-3-yl)-2,4,5,7-tetrahydro-6H-pyrazolo[3,4-c]pyridin-6-yl)(7-methylbenzo[d]thiazol-6-yl)methanone CN1N=C2[C@@H](N(CCC2=C1C1=NN(C(=C1)C(F)(F)F)C)C(=O)C1=C(C2=C(N=CS2)C=C1)C)C